The molecule is a member of class of phenols that is 2-methoxyphenol substituted by a 3-hydroxypropyl group at position 4. It has a role as a plant metabolite. It is a primary alcohol and a eugenol. COC1=C(C=CC(=C1)CCCO)O